(+/-)-6-{[(2R,3S,4R)-4-(1H-indol-6-yl)-2-methyl-1-[2-(1H-pyrrol-1-yl)ethyl]piperidin-3-yl]methoxy}-2,3-dihydro-1H-isoindol-1-one N1C=CC2=CC=C(C=C12)[C@H]1[C@@H]([C@H](N(CC1)CCN1C=CC=C1)C)COC1=CC=C2CNC(C2=C1)=O |r|